C(C)(C)(C)OC(=O)N1C=CC=2C1=NC=C(C2)[N+](=O)[O-] 5-nitro-1H-pyrrolo[2,3-b]pyridine-1-carboxylic acid tert-butyl ester